[N-]=[N+]=[N-].[N-]1C=NC=C1.C(COCCOCCOCCO)O Tetraethylene Glycol Imidazolate Azide